(7-Propan-2-ylthieno[3,2-b]pyridin-2-yl)boronic acid CC(C)C1=C2C(=NC=C1)C=C(S2)B(O)O